C(CCCCCCCCCCCCCCC)(=O)C([NH+](CCO)CC)C(CCCCCCCCCCCCCCC)=O.C(CCCCCCCCCCCCCCCCCCCCC)[N+](C)(C)C docosyltrimethylammonium, dipalmitoylethyl-hydroxyethyl-methyl-ammonium salt